1-(4-fluorophenyl)-2-(4-((methylamino)methyl)piperidin-1-yl)ethan-1-one hydrogen chloride Cl.FC1=CC=C(C=C1)C(CN1CCC(CC1)CNC)=O